2-Acetyloxy-4-((tert-butoxycarbonyl)(tetrahydro-2H-pyran-4-yl)amino)benzoic acid C(C)(=O)OC1=C(C(=O)O)C=CC(=C1)N(C1CCOCC1)C(=O)OC(C)(C)C